N[C@@H](CCSCC)C(=O)O ethionin